OCC(=O)ON1C(CCC1=O)=O 1-[(hydroxyacetyl)oxy]pyrrolidine-2,5-dione